7-Amino-8-(7-fluoro-1H-indazol-4-yl)-4-methyl-6-oxo-5H-1,5-naphthyridine-3-carbonitrile NC=1C(NC=2C(=C(C=NC2C1C1=C2C=NNC2=C(C=C1)F)C#N)C)=O